C1(CC1)[C@H](C)N1C(C=2C(=NC(=CC2C1)C1=C(N=C(S1)NC(=O)NC)C)N(C)CCOC)=O (S)-1-(5-(2-(1-cyclopropylethyl)-4-((2-methoxyethyl)(methyl)amino)-3-oxo-2,3-dihydro-1H-pyrrolo[3,4-c]pyridin-6-yl)-4-methylthiazol-2-yl)-3-methylurea